5-(4-((tert-butyloxycarbonyl)amino)-4-methylpiperidin-1-yl)-8-iodoimidazo[1,2-c]Pyrimidine-7-carboxylic acid methyl ester COC(=O)C1=C(C=2N(C(=N1)N1CCC(CC1)(C)NC(=O)OC(C)(C)C)C=CN2)I